1-(4-Fluorophenyl)-N-((1,2,3,5,6,7-hexahydro-s-indacen-4-yl)carbamoyl)methanesulfonamide, Sodium Salt [Na].FC1=CC=C(C=C1)CS(=O)(=O)NC(NC1=C2CCCC2=CC=2CCCC12)=O